(S)-N-(quinolin-3-yl)pyrrolidine-3-carboxamide hydrochloride Cl.N1=CC(=CC2=CC=CC=C12)NC(=O)[C@@H]1CNCC1